1-(tert-butoxycarbonyl)-L-proline C(C)(C)(C)OC(=O)N1[C@@H](CCC1)C(=O)O